2-amino-N-(7-methoxy-4-phenyl-1H-1,3-benzodiazol-2-yl)-1,3-thiazole-5-carboxamide NC=1SC(=CN1)C(=O)NC1=NC2=C(N1)C(=CC=C2C2=CC=CC=C2)OC